4-(benzylamino)-3-cyano-N-methylbenzenesulfonamide C(C1=CC=CC=C1)NC1=C(C=C(C=C1)S(=O)(=O)NC)C#N